6-chloro-N-[5-chloro-1-(1-methylcyclopropyl)-1H-pyrazol-4-yl]-7-(7-methyl-2,7-diazaspiro[4.4]nonan-2-yl)quinazolin-2-amine ClC=1C=C2C=NC(=NC2=CC1N1CC2(CC1)CN(CC2)C)NC=2C=NN(C2Cl)C2(CC2)C